docosyl-trimethyl-amine C(CCCCCCCCCCCCCCCCCCCCC)CN(C)C